S-(4-((2-aminoethyl)carbamoyl)benzyl) (1S,3S)-3-aminocyclohexane-1-carbothioate N[C@@H]1C[C@H](CCC1)C(SCC1=CC=C(C=C1)C(NCCN)=O)=O